6-(3-phenylisoxazolidin-2-yl)pyrimidin-4-amine C1(=CC=CC=C1)C1N(OCC1)C1=CC(=NC=N1)N